FC1=C(C=CC=2N=CSC21)NC2=NC=NC1=CC(=CC(=C21)O[C@H](C)C2COC2)C=2C=NN(C2)C (R)-7-fluoro-N-(7-(1-methyl-1H-pyrazol-4-yl)-5-(1-(oxetan-3-yl)ethoxy)quinazolin-4-yl)benzo[d]thiazol-6-amine